OC([C@@H](C1=NOC=C1C)S[C@@H]1O[C@@H]([C@@H]([C@@H]([C@H]1O)N1N=NC(=C1)C1=CC(=C(C(=C1)F)F)F)O)CO)(C)C (2S,3R,4S,5R,6R)-2-(((R)-2-hydroxy-2-methyl-1-(4-methylisoxazol-3-yl)propyl)thio)-6-(hydroxymethyl)-4-(4-(3,4,5-trifluorophenyl)-1H-1,2,3-triazol-1-yl)tetrahydro-2H-pyran-3,5-diol